(4-((7-ethyl-6-oxo-5,6-dihydro-1,5-naphthyridin-3-yl)methyl)piperazin-1-yl)picolinamide C(C)C=1C(NC=2C=C(C=NC2C1)CN1CCN(CC1)C=1C(=NC=CC1)C(=O)N)=O